1-((3-fluorobicyclo[1.1.1]pentan-1-yl)methyl)-1H-pyrazolo[3,4-b]pyridin-6-amine FC12CC(C1)(C2)CN2N=CC=1C2=NC(=CC1)N